N-(trimethylsilylmethyl)-propanamide C[Si](C)(C)CNC(CC)=O